[(3-{[2-(3-Aminomethyl-phenyl)-5-trifluoromethyl-2H-pyrazole-3-carbonyl]-amino}-phenyl)-naphthalen-2-yl-methyl]-cyclopropylmethyl-carbamic acid tert-butyl ester C(C)(C)(C)OC(N(CC1CC1)C(C1=CC2=CC=CC=C2C=C1)C1=CC(=CC=C1)NC(=O)C=1N(N=C(C1)C(F)(F)F)C1=CC(=CC=C1)CN)=O